O=C1OCCC1OC(=O)CCN 2-[(2-oxotetrahydrofuran-3-yl)oxycarbonyl]ethylamine